S(N)(OC[C@@H]1[C@H](C[C@@H](C1)NC1=NC=NC=C1C(=O)C=1SC=C(C1)CC1=CC=CC=C1)O)(=O)=O [(1R,2S,4R)-4-({5-[(4-benzyl-2-thienyl)carbonyl]pyrimidin-4-yl}amino)-2-hydroxycyclopentyl]methyl sulfamate